NCCN(CCC)[Si](OC)(OC)OC N-aminoethyl-gamma-propylaminotrimethoxysilane